C(C)(C)(C)OC(=O)N1C(CN(C(C1)OC)F)C1=C(C=CC=C1)CNNS(=O)(=O)CC1=CC=CC=C1 4-fluoro-5-methoxy-2-(((2-toluenesulfonyl-hydrazino)methyl)phenyl)piperazine-1-carboxylic acid tert-butyl ester